5-bromo-N-[4-cyano-2-methyl-6-(methylcarbamoyl)phenyl]-2-cyclopropyl-pyrazole-3-carboxamide BrC=1C=C(N(N1)C1CC1)C(=O)NC1=C(C=C(C=C1C(NC)=O)C#N)C